ClC1=C(C=CC(=C1I)F)N(S(=O)(=O)N1C[C@@H](CC1)F)COCC[Si](C)(C)C (R)-N-(2-chloro-4-fluoro-3-iodophenyl)-3-fluoro-N-((2-(trimethyl-silyl)ethoxy)methyl)pyrrolidine-1-sulfonamide